(S)-5-(6-(3-fluoropyrrolidin-1-yl)pyridin-3-yl)-1H-pyrazole-3-carbaldehyde F[C@@H]1CN(CC1)C1=CC=C(C=N1)C1=CC(=NN1)C=O